methylethyl-(o-tolyl)sulfonium C[S+](C1=C(C=CC=C1)C)CC